ClC1=C(C=C(C=C1)C1=CC(=NC=C1)N1CCOCC1)C[C@@H](C(=O)NC1=CC=C(C=C1)C=1C(=NNC1C)C)NC(=O)C1(CC1)F N-[(1S)-1-[[2-chloro-5-(2-morpholino-4-pyridyl)phenyl]methyl]-2-[4-(3,5-dimethyl-1H-pyrazol-4-yl)anilino]-2-oxo-ethyl]-1-fluoro-cyclopropanecarboxamide